C12(CC3CC4CC(C1)C234)N tetracyclo[3.3.1.03,9.07,9]nonan-1-amine